tert-butyl 4-(6-(cyclopropanecarboxamido)-1H-pyrrolo[2,3-b]pyridin-4-yl)-3-ethyl-3,6-dihydropyridine-1(2H)-carboxylate C1(CC1)C(=O)NC1=CC(=C2C(=N1)NC=C2)C=2C(CN(CC2)C(=O)OC(C)(C)C)CC